B([O-])([O-])[O-].[NH4+].[NH4+].[NH4+] Ammonium borat